tridecyl (S)-2-(tert-butoxy)-2-(4-(4-chlorophenyl)-2,3,6-trimethyl-1-((1-methyl-1H-pyrazole-4-yl)methyl)-1H-pyrrolo[2,3-b]pyridin-5-yl)acetate C(C)(C)(C)O[C@H](C(=O)OCCCCCCCCCCCCC)C=1C(=C2C(=NC1C)N(C(=C2C)C)CC=2C=NN(C2)C)C2=CC=C(C=C2)Cl